ethyl 4-{3-[(tert-butoxycarbonyl)amino]-3-methylbutanamido}-1-methylimidazole-2-carboxylate C(C)(C)(C)OC(=O)NC(CC(=O)NC=1N=C(N(C1)C)C(=O)OCC)(C)C